6-(2-aminopyrimidin-5-yl)-4-morpholinopyrazolo[1,5-a]pyrazine-2-carboxylic acid NC1=NC=C(C=N1)C=1N=C(C=2N(C1)N=C(C2)C(=O)O)N2CCOCC2